1-(4-fluoro-3-isopropyl-2-(8-methyl-[1,2,4]triazolo[1,5-a]pyridin-6-yl)-1H-pyrrolo[2,3-c]pyridin-5-yl)-N-methyl-N-neopentylpiperidin-4-amine FC1=C2C(=CN=C1N1CCC(CC1)N(CC(C)(C)C)C)NC(=C2C(C)C)C=2C=C(C=1N(C2)N=CN1)C